FC(CNC(=O)C=1C=NN2C1C=C(C=C2)C2=CNC=1N=C(N=CC12)NC)(C)C N-(2-fluoro-2-methylpropyl)-5-(2-(methylamino)-7H-pyrrolo[2,3-d]pyrimidin-5-yl)pyrazolo[1,5-a]pyridine-3-carboxamide